FCC(=O)N[C@H](CC1=NC2=CC=CC=C2C=C1)C1=CC=CC=C1 (R)-2-fluoro-N-(1-phenyl-2-(quinolin-2-yl)-ethyl)acetamide